N-{2-[4-(2-methoxyphenyl)-1-piperazinyl]ethyl}-N-(2-pyridinyl)cyclohexanecarboxamide COC1=C(C=CC=C1)N1CCN(CC1)CCN(C(=O)C1CCCCC1)C1=NC=CC=C1